N1C[C@H](CC1)OC1=CC=CC(=N1)N1N(C(C2=CN=C(N=C12)NC=1C=C2C=NN(C2=CC1)C)=O)CC=C 1-{6-[(S)-3-pyrrolidinyloxy]-2-pyridyl}-2-allyl-6-(1-methyl-1H-indazol-5-ylamino)-1,2-dihydro-3H-1,2,5,7-tetraazainden-3-one